3-(2,3-epoxybutoxy)propyltriethoxysilane C(C1C(C)O1)OCCC[Si](OCC)(OCC)OCC